Octafluoropentyl acrylate (Octafluoropentyl acrylate) FC(C(C(F)(F)C(C(=O)O)=C)(F)F)CC(F)(F)F.C(C=C)(=O)OC(C(C(CC(F)(F)F)F)(F)F)(F)F